ClC1=CC(=C(C=C1Cl)O)N1CCC(CC1)N(C)C 4,5-dichloro-2-[4-(dimethylamino)piperidin-1-yl]phenol